2-(2,6-Dicarbonylpiperidin-3-yl)-5-hydroxyisoindoline-1,3-dione C(=O)=C1NC(CCC1N1C(C2=CC=C(C=C2C1=O)O)=O)=C=O